4-(5-phenylbenzo[b]thiophen-3-yl)butyric acid C1(=CC=CC=C1)C1=CC2=C(SC=C2CCCC(=O)O)C=C1